COC1=C(C=C(C=C1)C=1C=NN(C1)C1=CC=CC=C1)S(=O)(=O)NC=1C=NC=2CCNC(C2C1)=O 2-methoxy-N-(5-oxo-5,6,7,8-tetrahydro-1,6-naphthyridin-3-yl)-5-(1-phenyl-1H-pyrazol-4-yl)benzenesulfonamide